CC1=CC=C(C=C1)S(=O)(=O)O.F[C@@H]1C[C@@H]2N(CCN(C2)C2(CN(C2)C2=NC(=NC=C2C)NC=2C=NN(C2)C)CC#N)C1 2-(3-((7R,8aS)-7-fluorohexahydropyrrolo[1,2-a]pyrazin-2(1H)-yl)-1-(5-methyl-2-((1-methyl-1H-pyrazol-4-yl)amino)pyrimidin-4-yl)azetidin-3-yl)acetonitrile monopara-toluenesulfonate